BrC1=CC(=CN1)C(=O)OC methyl 5-bromo-3-pyrrolecarboxylate